C(CCCC)N1C(=[N+](C=C1)C)C 1-amyl-2,3-dimethyl-imidazolium